NC1=NN2C(N=CC=C2)=C1C(=O)N[C@@H](C)C=1N(C(C2=C(C=CC=C2C1)C#CC=1C=NN(C1)C1(CC1)CO)=O)C1=CC=CC=C1 (S)-2-amino-N-(1-(8-((1-(1-(hydroxymethyl)cyclopropyl)-1H-pyrazol-4-yl)ethynyl)-1-oxo-2-phenyl-1,2-dihydroisoquinolin-3-yl)ethyl)pyrazolo[1,5-a]pyrimidine-3-carboxamide